BrCC1(CC(C(O1)=O)=C)C1=C(C=CC=C1)Cl 5-(bromomethyl)-5-(2-chlorophenyl)-3-methylenedihydrofuran-2(3H)-one